N1(CCC2=CC=CC=C12)C(=O)C1=CC(=CC(=N1)NC(OC(C)(C)C)=O)NC1=C(C=CC=C1)OC Tert-butyl (6-(indoline-1-carbonyl)-4-((2-methoxyphenyl)amino)pyridin-2-yl)carbamate